(R)-2-(4-bromo-1H-pyrazol-1-yl)propanoic acid BrC=1C=NN(C1)[C@@H](C(=O)O)C